5-[(2S,6R)-2,6-dimethyl-1,2,3,6-tetrahydropyridin-4-yl]-N-(8-fluoro-2-methyl-imidazo[1,2-a]pyridin-6-yl)thiazolo[5,4-B]pyridine-2-carboxamide C[C@@H]1N[C@@H](C=C(C1)C1=CC=C2C(=N1)SC(=N2)C(=O)NC=2C=C(C=1N(C2)C=C(N1)C)F)C